N-(2-Bromo-5-chloro-pyridin-3-yl)-4-chloro-3-(1,1-difluoro-ethyl)-N-methoxymethyl-benzenesulfonamide BrC1=NC=C(C=C1N(S(=O)(=O)C1=CC(=C(C=C1)Cl)C(C)(F)F)COC)Cl